COC(=O)C=1C(=CC=CC1)C1=CC=CC(=C1)Cl 5'-chloro-[1,1'-biphenyl]-2-carboxylic acid methyl ester